C(C)(C)(C)[C@H](C(=O)NC)OC=1C(N(C2=NC=C(C=C2C1)NC1=NC(=NC=C1Cl)N1C(CNCC1)CO)C(C)C)=O tert-butyl-(R)-2-((6-((5-chloro-2-(2-(hydroxymethyl)piperazin-1-yl)pyrimidin-4-yl)amino)-1-isopropyl-2-oxo-1,2-dihydro-1,8-naphthyridin-3-yl)oxy)-N-methylacetamide